(2R,3R,4S)-2-[2-chloro-6-[(6-methoxy-2-pyridyl)methylamino]purin-9-yl]tetrahydrothiophene ClC1=NC(=C2N=CN(C2=N1)[C@@H]1SCCC1)NCC1=NC(=CC=C1)OC